CO\C(\C(=O)OC)=C\C1=CC=C(C2=C1SC=C2)OCOC methyl (E)-2-methoxy-3-(4-(methoxymethoxy)benzo[b]thiophen-7-yl)acrylate